4-(2-(2-(2-(2-(2-((2-(2,6-dioxopiperidin-3-yl)-1-oxoisoindolin-5-yl)oxy)ethoxy)ethoxy)ethoxy)ethoxy)phenoxy)piperidin O=C1NC(CCC1N1C(C2=CC=C(C=C2C1)OCCOCCOCCOCCOC1=C(OC2CCNCC2)C=CC=C1)=O)=O